C(C)(=O)OC1=C(C=CC=C1)C1NC(N(C(=C1C(=O)OCC)C)C1=CC(=CC=C1)Br)=O ethyl 4-(2-acetoxyphenyl)-1-(3-bromophenyl)-6-methyl-2-oxo-1,2,3,4-tetrahydropyrimidine-5-carboxylate